CC=1C=C2C=C([C@@H](OC2=CC1)C1=CC=CC=C1)[N+](=O)[O-] (2S,3S)-6-methyl-3-nitro-2-phenylchromene